p-tolylene bromide CC1(CC=C(C=C1)Br)Br